FC1=C(C(=CC=C1)F)C1=C(C(N(N=C1C1=CC(=CC(=C1)OC)OC)C)=O)C 5-(2,6-difluorophenyl)-6-(3,5-dimethoxyphenyl)-2,4-dimethyl-3(2H)-pyridazinone